tert-butyl (1S,4r)-4-((S)-1-(4-(4-(2-((S)-2-cyano-4,4-difluoropyrrolidin-1-yl)-2-oxoethylcarbamoyl)quinolin-6-yl)phenoxy)-3-(naphthalen-2-yl)propan-2-ylcarbamoyl)cyclohexylcarbamate C(#N)[C@H]1N(CC(C1)(F)F)C(CNC(=O)C1=CC=NC2=CC=C(C=C12)C1=CC=C(OC[C@H](CC2=CC3=CC=CC=C3C=C2)NC(=O)C2CCC(CC2)NC(OC(C)(C)C)=O)C=C1)=O